S-methyl O-((5-methyltetrahydrofuran-3-yl) methyl) dithiocarbonate C(SC)(OCC1COC(C1)C)=S